CC=1OC2=C(C1CO)C=C(C=C2)OCC2=C(N=CS2)C (2-methyl-5-((4-methylthiazol-5-yl)methoxy)benzofuran-3-yl)methanol